butyl 3-({[(3R)-1-(tert-butoxycarbonyl) piperidin-3-yl] carbonyl} amino)-5-(2-chloro-5-cyanophenyl)-1H-indazole-1-carboxylate C(C)(C)(C)OC(=O)N1C[C@@H](CCC1)C(=O)NC1=NN(C2=CC=C(C=C12)C1=C(C=CC(=C1)C#N)Cl)C(=O)OCCCC